NC1=NN2C(C=C(C=C2)C=2C=C(C(=NC2C)OC)C(=O)NCC2=C(C=CC=C2)OC(F)(F)F)=N1 5-{2-amino-[1,2,4]triazolo-[1,5-a]pyridin-7-yl}-2-methoxy-6-methyl-N-{[2-(trifluoromethoxy)phenyl]-methyl}pyridine-3-carboxamide